ClC1=C(C=NC(=C1)C1=CC=NC2=CC(=CC=C12)F)OC[C@@](CC(C)C)(C)NC(OC(C)(C)C)=O (S)-tert-butyl (1-((4-chloro-6-(7-fluoroquinolin-4-yl)pyridin-3-yl)oxy)-2,4-dimethylpentan-2-yl)carbamate